N-(propylcarbamoyl)-1-(oxetan-2-ylmethyl)-1H-benzimidazole-6-sulfonamide C(CC)NC(=O)NS(=O)(=O)C=1C=CC2=C(N(C=N2)CC2OCC2)C1